ClC1=CC=C(C=N1)C1C(=C(NC=2N1N=C(C2)CO)C)C(=O)NC=2C=C1C=NNC1=CC2 7-(6-chloropyridin-3-yl)-2-(hydroxymethyl)-N-(1H-indazol-5-yl)-5-methyl-4,7-dihydropyrazolo[1,5-a]pyrimidine-6-carboxamide